2-[(2-{3-[(4-methane-sulfonyl-2-methoxy-phenyl)amino]prop-1-yn-1-yl}-4-{[(1R,4R)-4-(dimethylamino)cyclohexyl]amino}-1H-indol-1-yl)methyl]prop-2-enenitrile CS(=O)(=O)C1=CC(=C(C=C1)NCC#CC=1N(C2=CC=CC(=C2C1)NC1CCC(CC1)N(C)C)CC(C#N)=C)OC